2,4-dimethyl-2,4-hexanediol CC(C)(CC(CC)(O)C)O